3-amino-1-(3-fluorophenyl)propan-1-ol TFA salt OC(=O)C(F)(F)F.NCCC(O)C1=CC(=CC=C1)F